O1C(CCCC1)N1N=CC(=N1)B1OC(C(O1)(C)C)(C)C 2-(tetrahydro-2H-pyran-2-yl)-4-(4,4,5,5-tetramethyl-1,3,2-dioxaborolan-2-yl)-2H-1,2,3-triazole